C(C(O)C)(=O)[O-].C(C(O)C)(=O)[O-].O[Ti+2]O dihydroxytitanium bislactate